(Z)-3-(5-(3-(4-(2-(4-(1-(4-hydroxyphenyl)-2-phenylbut-1-en-1-yl)phenoxy)ethyl)piperazin-1-yl)-3-oxopropyl)-1-oxoisoindolin-2-yl)piperidine-2,6-dione OC1=CC=C(C=C1)/C(=C(\CC)/C1=CC=CC=C1)/C1=CC=C(OCCN2CCN(CC2)C(CCC=2C=C3CN(C(C3=CC2)=O)C2C(NC(CC2)=O)=O)=O)C=C1